NC[C@@H](C)NC(OC(C)(C)C)=O (R)-tertbutyl (1-aminopropan-2-yl)carbamate